2-((S)-1-Acryloyl-4-((S)-7-(3,4-dihydroquinolin-1(2H)-yl)-2-((R)-3-(dimethylamino)pyrrolidin-1-yl)-5,6,7,8-tetrahydroquinazolin-4-yl)piperazin-2-yl)acetonitrile C(C=C)(=O)N1[C@H](CN(CC1)C1=NC(=NC=2C[C@H](CCC12)N1CCCC2=CC=CC=C12)N1C[C@@H](CC1)N(C)C)CC#N